3-(3-bromophenyl)-1-(2,3-dimethylphenyl)-8-methoxy-1H-pyrazolo[4,3-c]quinoline BrC=1C=C(C=CC1)C1=NN(C2=C1C=NC=1C=CC(=CC21)OC)C2=C(C(=CC=C2)C)C